tert-Butyl 3-(2-bromoacetyl)-8-azabicyclo[3.2.1]octane-8-carboxylate BrCC(=O)C1CC2CCC(C1)N2C(=O)OC(C)(C)C